4-(6-bromo-4-methoxypyridin-2-yl)piperazine-1-carboxylic acid tert-butyl ester C(C)(C)(C)OC(=O)N1CCN(CC1)C1=NC(=CC(=C1)OC)Br